COC(C(C(C)=O)C=1C=NC(=CC1)[N+](=O)[O-])=O 2-(6-Nitropyridin-3-yl)-3-oxobutanoic acid methyl ester